The molecule is a dicarboxylic acid monoester, a methyl ester and a magnesium porphyrin. It derives from a magnesium protoporphyrin. It is a conjugate acid of a magnesium protoporphyrin 13-monomethyl ester(1-). CC\\1=C(C\\2=[NH+]/C1=C\\C3=C(C(=C([N-]3)/C=C\\4/C(=C(C(=[NH+]4)/C=C\\5/C(=C(/C(=C2)/[N-]5)CCC(=O)OC)C)C=C)C)C=C)C)CCC(=O)O.[Mg+2]